C1(=C(C=CC=C1)CB1OC(C(O1)(C)C)(C)C)C1=CC=CC=C1 2-([1,1'-biphenyl]-2-ylmethyl)-4,4,5,5-tetramethyl-1,3,2-dioxaborolane